1,4-di-n-pentyloxybenzene C(CCCC)OC1=CC=C(C=C1)OCCCCC